C(C)C1(C(=NC2=C(C=C(C=C12)C1=NC(=NC=C1F)NC1=CC=C(C=N1)N1CCNCC1)F)C)CC (6-((4-(3,3-diethyl-7-fluoro-2-methyl-3H-indol-5-yl)-5-fluoropyrimidin-2-yl)amino)pyridin-3-yl)piperazine